C(CCCCCCC)(=O)[O-].C(C)N1C=[N+](C=C1)C 1-ethyl-3-methyl-imidazolium octanoate